O=S1(N(CCC1)[C@@H]1CC(CN(C1)C(=O)OC(C)(C)C)(F)F)=O tert-butyl (5R)-5-(1,1-dioxo-1λ6,2-thiazolidin-2-yl)-3,3-difluoropiperidine-1-carboxylate